(E)-trimethyl(3-(4,4,5,5-tetramethyl-1,3,2-dioxaborolan-2-yl)allyl)silane C[Si](C\C=C\B1OC(C(O1)(C)C)(C)C)(C)C